5-chloro-4-tetrahydropyran-4-yl-2-[2-(trifluoromethyl)-4-pyridinyl]-1H-pyrimidin-6-one ClC1=C(N=C(NC1=O)C1=CC(=NC=C1)C(F)(F)F)C1CCOCC1